BrC=1SC(=CN1)C(=O)N 2-bromothiazole-5-carboxamide